(ADAMANTAN-1-YL)-2-((6-(3,3-DIFLUOROCYCLOBUTYL)-2-oxo-1,2-DIHYDROPYRIMIDIN-4-YL)OXY)ACETAMIDE C12(CC3CC(CC(C1)C3)C2)C(C(=O)N)OC2=NC(NC(=C2)C2CC(C2)(F)F)=O